BrC1=C(C=2C(=C3C=NN(C3=CC2)C2OCCCC2)S1)OC1=CC=C(C=C1)OC1CN(C1)C(=O)OC(C)(C)C 2-bromo-3-(4-(1-tert-butoxycarbonyl-azetidin-3-oxy)phenoxy)-6-(tetrahydro-2H-pyran-2-yl)-6H-thieno[2,3-e]indazole